N,N-bis(4-methoxybenzyl)-2-(2-(4-methoxybenzyl)-2H-tetrazol-5-yl)-6-((2-morpholinoethyl)sulfonyl)benzenesulfonamide COC1=CC=C(CN(S(=O)(=O)C2=C(C=CC=C2S(=O)(=O)CCN2CCOCC2)C=2N=NN(N2)CC2=CC=C(C=C2)OC)CC2=CC=C(C=C2)OC)C=C1